(2R,4R)-2-((R)-2-(2-hydroxyphenyl)-4,5-dihydrothiazol-4-yl)-3-methylthiazolidine-4-carboxylic acid OC1=C(C=CC=C1)C=1SC[C@@H](N1)[C@H]1SC[C@H](N1C)C(=O)O